(3R)-N-{3-[5-bromo-1-(2,6-dichlorobenzoyl)pyrrolo[2,3-b]pyridine-3-carbonyl]-2-fluoro-4-methoxyphenyl}-3-fluoropyrrolidine-1-sulfonamide BrC=1C=C2C(=NC1)N(C=C2C(=O)C=2C(=C(C=CC2OC)NS(=O)(=O)N2C[C@@H](CC2)F)F)C(C2=C(C=CC=C2Cl)Cl)=O